ethyl-amino-azole C(C)C1=C(NC=C1)N